N-(2-(4'-nitro-(1,1'-biphenyl)-4-yl)-vinyl)-N,N-diphenylamine [N+](=O)([O-])C1=CC=C(C=C1)C1=CC=C(C=C1)C=CN(C1=CC=CC=C1)C1=CC=CC=C1